4-((2R,6R)-4-(3-Amino-6-(2-hydroxyphenyl)pyridazin-4-yl)-6-(fluoromethyl)morpholin-2-yl)benzoic acid NC=1N=NC(=CC1N1C[C@H](O[C@H](C1)CF)C1=CC=C(C(=O)O)C=C1)C1=C(C=CC=C1)O